CC1=C(C(=NC(=C1)C)C(=O)N1[C@@H]([C@@H](O[C@@H](C1)C)C)CNC1=NC=C(C=C1F)C(F)(F)F)C1=NC=CC=N1 (4,6-Dimethyl-3-(pyrimidin-2-yl)pyridin-2-yl)((2S,3R,6R)-3-(((3-fluoro-5-(trifluoromethyl)pyridin-2-yl)amino)methyl)-2,6-dimethylmorpholino)methanone